ClC1=CC=C2C(=CNC2=C1C1=NC=CN=C1F)S(=O)(=O)Cl 6-chloro-7-(3-fluoropyrazin-2-yl)-1H-indole-3-sulfonyl chloride